4,6-Difluoro-N-(2-((2S,3S)-2-methylpyrrolidin-3-yl)thieno[2,3-b]pyridin-4-yl)benzo[d]thiazol-5-amine FC1=C(C(=CC2=C1N=CS2)F)NC2=C1C(=NC=C2)SC(=C1)[C@@H]1[C@@H](NCC1)C